C1(CC1)[C@]1(C(N[C@@H](C1)CC)=O)C#N (3S,5R)-3-cyclopropyl-5-ethyl-2-oxopyrrolidine-3-carbonitrile